COC1=CC=C(C=N1)C(CC(=O)O)N1N=C(C2=CC(=CC=C12)OCCC1=NC=2NCCCC2C=C1)C 3-(6-Methoxypyridin-3-yl)-3-(3-methyl-5-(2-(5,6,7,8-tetrahydro-1,8-naphthyridin-2-yl)ethoxy)-1H-indazol-1-yl)propanoic acid